N7-Methyl-2-(1,3-oxazol-2-yl)-N7-[2-(4-{4-[2-(trifluoromethoxy)ethoxy]phenyl}piperazin-1-yl)ethyl][1,2,4]triazolo[1,5-c]pyrimidine-5,7-diamine CN(C1=CC=2N(C(=N1)N)N=C(N2)C=2OC=CN2)CCN2CCN(CC2)C2=CC=C(C=C2)OCCOC(F)(F)F